C(C)OC(=O)C=1NC=CC1NCC1=C(C=CC=C1)C1CC1 3-((2-cyclopropylbenzyl)amino)-1H-pyrrole-2-carboxylic acid ethyl ester